OC1=C(C=C2C(=NC=NC2=C1)N1CCN(CCC1)S(=O)(=O)NC(O)=O)OC ((4-(7-hydroxy-6-methoxyquinazolin-4-yl)-1,4-diazepan-1-yl)sulfonyl)carbamic acid